4'-(piperidine-1-ylmethyl)-[1,1'-biphenyl]-4-sulfonyl chloride N1(CCCCC1)CC1=CC=C(C=C1)C1=CC=C(C=C1)S(=O)(=O)Cl